CN(/C=C/C(=O)C1=CC=C(C(=N1)C)CNC(OC(C)(C)C)=O)C (E)-tert-butyl ((6-(3-(dimethylamino)acryloyl)-2-methylpyridin-3-yl)methyl)carbamate